Toluendiamine C(C1=CC=CC=C1)(N)N